1-(3-(tert-butyl)-1-isopropyl-1H-pyrazol-5-yl)-3-(2-fluoro-4-((3-keto-3,4-dihydropyrido[2,3-b]pyrazin-8-yl)oxy)phenyl)urea C(C)(C)(C)C1=NN(C(=C1)NC(=O)NC1=C(C=C(C=C1)OC1=CC=NC=2NC(C=NC21)=O)F)C(C)C